4,6-dimethyl-N2-[6-methyl-7-[rel-(2S)-2-methyl-2,3,4,7-tetrahydro-1H-azepin-5-yl]-2,3-dihydrobenzofuran-5-yl]pyrimidine-2,4-diamine CC1(NC(=NC(=C1)C)NC=1C(=C(C2=C(CCO2)C1)C=1CC[C@@H](NCC1)C)C)N |o1:21|